[N+](=O)([O-])C1=C([O-])C=CC=C1 Nitrophenoxide